5-methyl-3-(2-methylenefuranyl)-4-hydroxy-6-phenyl-1,3-thiazin-2-thione CC=1C(N(C(SC1C1=CC=CC=C1)=S)C1C(OC=C1)=C)O